(2R)-2-{[(1,2,3,5,6,7-hexahydro-s-indacen-4-yl)carbamoyl]oxy}-3-methoxypropionic acid C1CCC2=C(C=3CCCC3C=C12)NC(=O)O[C@@H](C(=O)O)COC